F[C@@H]1C[C@@]2(CCCN2C1)COC=1N=C(C2=C(N1)C=C(OC2=O)C2=CC(=CC1=CC=C(C(=C21)C#C)F)O)N2C[C@H]1CC[C@@H](C2)N1 2-{[(2R,7aS)-2-fluoro-hexahydropyrrolizin-7a-yl]methoxy}-4-[(1R,5S)-3,8-diazabicyclo[3.2.1]octan-3-yl]-7-(8-ethynyl-7-fluoro-3-hydroxynaphthalen-1-yl)pyrano[4,3-d]pyrimidin-5-one